(R)-(6R)-6-methoxy-N'-((3-methyl-2-(trifluoromethyl)-6,7-dihydro-5H-cyclopenta[b]pyridin-4-yl)carbamoyl)-6,7-dihydro-5H-pyrazolo[5,1-b][1,3]oxazine-3-sulfonimidamide CO[C@@H]1CN2C(OC1)=C(C=N2)[S@@](=O)(N)=NC(NC2=C1C(=NC(=C2C)C(F)(F)F)CCC1)=O